tert-butyl 2-(6-methoxy-2-methyl-5-(trifluoromethyl)pyridin-3-yl)pyrrolidine-1-carboxylate COC1=C(C=C(C(=N1)C)C1N(CCC1)C(=O)OC(C)(C)C)C(F)(F)F